N[C@H](C(=O)O)CC=1C=CC=2NC3=CC=CC=C3C2C1 (S)-2-amino-3-(9H-carbazol-3-yl)propanoic acid